BrC1=CC(=C(C=C1)NC1=C(C2=C(CCO2)C=C1C(=O)NOCCO)F)F 6-((4-bromo-2-fluorophenyl)amino)-7-fluoro-N-(2-hydroxyethoxy)-2,3-dihydrobenzofuran-5-carboxamide